7-ethyl-2-(2-isopropylphenyl)-9-(4-(1-methyl-4-(trifluoromethyl)-1H-imidazol-2-yl)benzyl)-7,9-dihydro-8H-purin-8-imine C(C)N1C(N(C2=NC(=NC=C12)C1=C(C=CC=C1)C(C)C)CC1=CC=C(C=C1)C=1N(C=C(N1)C(F)(F)F)C)=N